C(#N)C1=C(C=CC=C1)[C@@H]([C@H](C)C=1N(C(C(=C(N1)C(=O)NC=1C=NOC1)O)=O)C)C=1N=NN(N1)C 2-((1r,2s)-1-(2-cyanophenyl)-1-(2-methyl-2H-tetrazol-5-yl)propan-2-yl)-5-hydroxy-N-(isoxazol-4-yl)-1-methyl-6-oxo-1,6-dihydropyrimidine-4-carboxamide